OC(CCCCCCCCCCCCCCCCCCC(=O)O)CCCCCCC 20-Hydroxy-heptacosanoic acid